C(#N)CC1(CC1)N(C(OC(C)(C)C)=O)CC(C1=CC(=CC=C1)OC)O Tert-Butyl (1-(cyanomethyl)cyclopropyl)(2-hydroxy-2-(3-methoxyphenyl)ethyl)carbamate